C(C)(C)(C)OC(=O)N(C1=C(C(=NN1C1CN(C1)C(=O)OC(C)(C)C)C#C)C#N)C Tert-butyl 3-(5-((tert-butoxycarbonyl)(methyl)amino)-4-cyano-3-ethynyl-1H-pyrazol-1-yl)azetidine-1-carboxylate